C(#N)[C@@H](C[C@@H]1C(NCCC1)=O)NC(=O)[C@@H]1N([C@@H]2CC([C@H]1CC2)(F)F)C([C@H](NC2=C(C=CC(=C2)F)F)C)=O (1S,3R,4S)-N-((R)-1-cyano-2-((R)-2-oxopiperidin-3-yl)ethyl)-2-((2,5-difluorophenyl)-D-alanyl)-5,5-difluoro-2-azabicyclo[2.2.2]octane-3-carboxamide